FC1=NC=CC=C1C1=NC(=NC=C1SC)NC1=CC=C(C(=O)N)C=C1 4-[4-(2-fluoro-pyridin-3-yl)-5-methylsulfanyl-pyrimidin-2-ylamino]-benzamide